6-((1-((3-bromopyridin-2-yl)methyl)-3-oxoisoindolin-2-yl)methyl)oxazolo[4,5-c]pyridin-2(3H)-one BrC=1C(=NC=CC1)CC1N(C(C2=CC=CC=C12)=O)CC1=CC2=C(C=N1)NC(O2)=O